3-(4'-(4-hydroxycarbamoyl-butoxy)-3'-{[(naphthalen-2-ylmethyl)-amino]-methyl}-biphenyl-4-yl)-acrylic acid ONC(=O)CCCCOC1=C(C=C(C=C1)C1=CC=C(C=C1)C=CC(=O)O)CNCC1=CC2=CC=CC=C2C=C1